OC=1C=C(C=CC1)C1=C(C=CC=C1)O 3,2'-dihydroxybiphenyl